CC1=C(C=C(C=C1)CC1CCCCC1)CC1CCCCC1 (4-Methyl-1,3-phenylen)bis(methylen)dicyclohexan